BrC1=CC=C(C=C1)C=1N=C(SC1)NC1=CC(=CC(=C1)C)C 4-(4-bromophenyl)-N-(3,5-dimethylphenyl)thiazol-2-amine